C[C@@H]1N(C[C@H](N(C1)C(C)C=1C=C2N=CC=NC2=CC1)C)C=1C=2C(N(C(C1)=O)C)=CN(N2)CC#N (7-((2S,5R)-2,5-dimethyl-4-(1-(quinoxalin-6-yl)ethyl)piperazin-1-yl)-4-methyl-5-oxo-4,5-dihydro-2H-pyrazolo[4,3-b]pyridin-2-yl)acetonitrile